FC=1C=NC=CC1C(=O)N 3-fluoropyridine-4-carboxamide